2-[(tert-butoxycarbonyl)aminomethyl]-5-fluoro-benzoic acid C(C)(C)(C)OC(=O)NCC1=C(C(=O)O)C=C(C=C1)F